6,1',6'-trichloro-6,1',6'-trideoxysucrose C([C@@H]1[C@H]([C@@H]([C@H]([C@H](O1)O[C@]2([C@H]([C@@H]([C@H](O2)CCl)O)O)CCl)O)O)O)Cl